N[C@H]1[C@@H](CCCC1)C1=C(C2=NC(=CC(=C2S1)NCC=1SC=CC1)Cl)Br 2-((1r,2r)-2-aminocyclohexyl)-3-bromo-5-chloro-N-(thiophen-2-ylmethyl)thieno[3,2-b]pyridin-7-amine